Br.C(=O)(O)C[N+]1=CC=CC=C1 1-(carboxymethyl)pyridin-1-ium HBr salt